CNC=1N=C(C(=NC1C=1C2=C(C=NC1)N(C=N2)C)C(=O)N)NC2=CC(=CC=C2)N2CCN(CC2)C 5-(Methylamino)-6-(3-methylimidazo[4,5-c]pyridin-7-yl)-3-[3-(4-methylpiperazin-1-yl)anilino]pyrazin-2-carboxamid